ClC1=CC=C(C=C1)S(=O)(=O)N([C@H](C)C1=C(C=C(C=C1)F)CCCC(=O)O)C1=C(C=CC(=C1)F)F 4-{2-[(1R)-1-{[(4-Chlorophenyl)sulfonyl](2,5-difluorophenyl)amino}ethyl]-5-fluorophenyl}butanoic acid